6-(4-methoxyphenyl)-2,3-diphenyl-5-(pyridin-2-ylamino)pyrazolo[1,5-a]pyrimidin-7(4H)-one COC1=CC=C(C=C1)C1=C(NC=2N(C1=O)N=C(C2C2=CC=CC=C2)C2=CC=CC=C2)NC2=NC=CC=C2